1,3,5,2,4,6-trioxatribismane O1[BiH]O[BiH]O[BiH]1